C1(CC1)NC(=O)C=1C=C(C2=C([C@H](CO2)C2=C3C=CNC3=CC=C2)C1)C(=O)NC |o1:11| (R*)-N5-Cyclopropyl-3-(1H-indol-4-yl)-N7-methyl-2,3-dihydrobenzofuran-5,7-dicarboxamide